4-(3-(4-chlorophenyl)thioureido)benzenesulphonamide ClC1=CC=C(C=C1)NC(NC1=CC=C(C=C1)S(=O)(=O)N)=S